1-(4-(4-methyl-6-oxo-1,4,5,6-tetrahydropyridazin-3-yl)phenyl)-3-propylguanidine CC1C(=NNC(C1)=O)C1=CC=C(C=C1)NC(=N)NCCC